N-(4-(6-methoxy-7-((1-methylpiperidin-4-yl)methoxy)quinazolin-4-yl)phenyl)-2-(4-(trifluoromethyl)phenyl)acetamide COC=1C=C2C(=NC=NC2=CC1OCC1CCN(CC1)C)C1=CC=C(C=C1)NC(CC1=CC=C(C=C1)C(F)(F)F)=O